F[C@@H]1C[C@H](CC[C@@H]1F)N1N=C(C2=C1CC([C@H]2O)(F)F)C(F)(F)F (4S)-1-[(1S,3R,4S)-3,4-difluorocyclohexyl]-5,5-difluoro-3-(trifluoromethyl)-4,6-dihydrocyclopenta[c]pyrazol-4-ol